2-{3,5-dimethyl-4-[2-(3-methyl-[1,2,4]oxadiazol-5-ylamino)-ethoxy]-phenyl}-5,7-dimethoxy-3H-quinazolin-4-one CC=1C=C(C=C(C1OCCNC1=NC(=NO1)C)C)C1=NC2=CC(=CC(=C2C(N1)=O)OC)OC